4-[(6-fluoro-3-pyridinyl)oxy]pyridin-2-amine FC1=CC=C(C=N1)OC1=CC(=NC=C1)N